N-(4-((1S,3S)-3-butyl-6-methoxy-2-propynoyl-1,2,3,4-tetrahydroisoquinolin-1-yl)phenyl)-2-methylisonicotinamide C(CCC)[C@@H]1N([C@H](C2=CC=C(C=C2C1)OC)C1=CC=C(C=C1)NC(C1=CC(=NC=C1)C)=O)C(C#C)=O